ClC1=C(C=2N=C(N=C(C2C=N1)N1C[C@@H]2C([C@@H]2C1)N)OC[C@]12CCCN2C[C@@H](C1)F)F (1R,5S,6S)-3-(7-chloro-8-fluoro-2-(((2R,7aS)-2-fluorohexahydro-1H-pyrrolizin-7a-yl)methoxy)pyrido[4,3-d]pyrimidin-4-yl)-3-azabicyclo[3.1.0]hexane-6-amine